6-(6-((tert-butyldimethylsilyl)ethynyl)-2,4-dimethylpyridin-3-yl)-4,7-dimethyl-7H-pyrrolo[2,3-d]pyrimidine [Si](C)(C)(C(C)(C)C)C#CC1=CC(=C(C(=N1)C)C1=CC2=C(N=CN=C2C)N1C)C